Racemic-4-(3-(but-2-ynamido)cyclohexyl)-3-chloro-5-fluoro-2-methyl-1H-indole-7-carboxamide C(C#CC)(=O)NC1CC(CCC1)C1=C2C(=C(NC2=C(C=C1F)C(=O)N)C)Cl